N-(4-bromo-2-cyclopropyl-5-methylphenyl)-N-[(7E)-7-(methoxyimino)-5H,6H-cyclopenta[b]pyridin-2-yl]but-2-ynamide BrC1=CC(=C(C=C1C)N(C(C#CC)=O)C1=CC=C2C(=N1)/C(/CC2)=N/OC)C2CC2